NC1=NC=CC=C1C1=NC2=C(N1C=1C=CC(=NC1)NC(=O)C1CCC(CC1)C(=O)OC)C=C(C=C2)OC(C)C methyl (1r,4r)-4-((5-(2-(2-aminopyridin-3-yl)-6-isopropoxy-1H-benzo[d]imidazol-1-yl)pyridin-2-yl)carbamoyl)cyclohexane-1-carboxylate